C(C=C)(=O)O.OCCCCCN1C(CCC1=O)=O N-hydroxypentyl-succinimide acrylate